C(#N)C1=CC=C(C=C1)N1CC(N(C2(CN(C2)C2=NC=C(C#N)C=C2)C1=O)CC1=CC=C(C=C1)C(F)(F)F)=O 6-(8-(4-cyanophenyl)-6,9-dioxo-5-(4-(trifluoromethyl)benzyl)-2,5,8-triazaspiro[3.5]nonan-2-yl)nicotinonitrile